C(C)(=O)OC1C(OC(C(C1OC(C)=O)OC(C)=O)SCCCN(C)C(=O)OC(C)(C)C)COC(C)=O 2-(acetoxymethyl)-6-((3-((tert-butoxycarbonyl)(methyl)amino)propyl)thio)tetrahydro-2H-pyran-3,4,5-triyl triacetate